N-(tert-butyl)-3-methyl-1,2,4-oxadiazole-5-amine C(C)(C)(C)NC1=NC(=NO1)C